C1(=CCC(CC1)C(C)(C)S)C para-menth-1-ene-8-thiol